(3-cyclohexen-1-ylmethyl)-4-aminopiperidine C1(CC=CCC1)CN1CCC(CC1)N